C1(=CC=C(C=C1)C(=O)OCCC)C propyl p-toluate